1,1-dimethyl-4-butyl-piperazinium chloride [Cl-].C[N+]1(CCN(CC1)CCCC)C